C(C)C1CC(CC=C1CCC1OCCO1)(C)C 2-(2-(6-ethyl-4,4-dimethylcyclohex-1-en-1-yl)ethyl)-1,3-dioxolan